N[C@H](C(=O)N1[C@@H](C[C@H](C1)O)C(=O)NCC1=CC=C(C=C1)Cl)C(C)(SC(C1=CC=CC=C1)(C1=CC=CC=C1)C1=CC=CC=C1)C (2S,4R)-1-((R)-2-amino-3-methyl-3-(tritylthio)butanoyl)-N-(4-chlorobenzyl)-4-hydroxypyrrolidine-2-carboxamide